5-[3-({(1S)-1-[(1r,4S)-4-aminocyclohexyl]ethyl}amino)-4-ethoxy-5-fluorophenyl]-1,3,4-oxadiazol-2(3H)-one NC1CCC(CC1)[C@H](C)NC=1C=C(C=C(C1OCC)F)C1=NNC(O1)=O